4,8,12-trimethyl-3,7,11-tridecatrienenitrile CC(=CCC#N)CCC=C(CCC=C(C)C)C